CC(CCCCCCCCCCO)CCCC 11-methyl-pentadecanol